2-(4-chlorophenyl)-3-hydroxy-4H-chromen-4-one ClC1=CC=C(C=C1)C=1OC2=CC=CC=C2C(C1O)=O